CS(=O)(=O)CCC=1C=NC=C(C1)C1=NN=C(N1)C(F)(F)F 3-(2-methanesulfonylethyl)-5-[5-(trifluoromethyl)-4H-1,2,4-triazol-3-yl]Pyridine